NC1=C(N=CN1C1=C(C=C(C=C1)Cl)Br)C(=O)OCC ethyl 5-amino-1-(4-chloro-2-bromophenyl)-1H-imidazole-4-carboxylate